N-(2-nitrophenyl)-1,4-oxazepan-6-amine [N+](=O)([O-])C1=C(C=CC=C1)NC1CNCCOC1